4-Trifluoromethylbenzoyl chloride FC(C1=CC=C(C(=O)Cl)C=C1)(F)F